((2-(trimethylsilyl)ethoxy)methyl)-1H-pyrazole-4-carboxamide C[Si](CCOCN1N=CC(=C1)C(=O)N)(C)C